C(C)N(S(=O)(=O)C1=CC=C2CCN(CC2=C1)C(C(F)(F)F)=O)[C@@H](C)C1=CC=CC=C1 (S)-N-ethyl-N-(1-phenylethyl)-2-(2,2,2-trifluoroacetyl)-1,2,3,4-tetrahydroisoquinoline-7-sulfonamide